N-[2-fluoro-4-(1,1,2,2,3,3,3-heptafluoropropyl)-6-[(4-methoxyphenyl)methoxy]phenyl]-2-iodo-5-nitro-benzamide FC1=C(C(=CC(=C1)C(C(C(F)(F)F)(F)F)(F)F)OCC1=CC=C(C=C1)OC)NC(C1=C(C=CC(=C1)[N+](=O)[O-])I)=O